pentamethylmethacrylate CC(C(C(=O)[O-])=C(C)C)(C)C